tert-butyl (2S,4R)-2-(5-bromo-4-hydroxypyridin-3-yl)-4-((tert-butyldimethylsilyl)oxy)pyrrolidine-1-carboxylate BrC=1C(=C(C=NC1)[C@H]1N(C[C@@H](C1)O[Si](C)(C)C(C)(C)C)C(=O)OC(C)(C)C)O